CON(C(=O)C=1N(C=CC1)NC(C)C)C N-methoxy-N-methyl-1-isopropylamino-1H-pyrrole-2-carboxamide